2-methyl-5-(3-methyl-1,2-oxazol-5-yl)benzene CC1=CC=C(C=C1)C1=CC(=NO1)C